FC1=CC2=C(CCO2)C=C1\C=C\[N+](=O)[O-] (E)-6-fluoro-5-(2-nitrovinyl)-2,3-dihydrobenzofuran